NC1=NC=CC(=C1)N1C=C(C(C2=CC(=C(C=C12)N1C2(CC(C1)C2)COC2=NC(=CC=C2Cl)OC)Cl)=O)C(=O)O 1-(2-aminopyridin-4-yl)-6-chloro-7-(1-[[(3-chloro-6-methoxy-pyridin-2-yl)oxy]methyl]-2-azabicyclo[2.1.1]hexan-2-yl)-4-oxoquinoline-3-carboxylic acid